6-(6-methylpyridin-3-yl)-1-(3,4,5-trimethoxyphenyl)-1H-indazole CC1=CC=C(C=N1)C1=CC=C2C=NN(C2=C1)C1=CC(=C(C(=C1)OC)OC)OC